(2R)-2-(tert-butoxycarbonylamino)-3-hydroxy-3-methyl-butanoic acid C(C)(C)(C)OC(=O)N[C@@H](C(=O)O)C(C)(C)O